6-methoxy-2,4-dimethyl-3-(4,4,5,5-tetramethyl-1,3,2-dioxaborolan-2-yl)pyridine COC1=CC(=C(C(=N1)C)B1OC(C(O1)(C)C)(C)C)C